BrC=1C(N(N=C(C1)Cl)C1CC1)=O 4-bromo-6-chloro-2-cyclopropylpyridazin-3(2H)-one